capraldehyde C(=O)CCCCCCCCC